CN(C(=O)C=1C(=C(C(=O)O)C(=CC1C(F)(F)F)F)C)C 3-(dimethylcarbamoyl)-6-fluoro-2-methyl-4-(trifluoromethyl)benzoic acid